C(#N)C1=NC=CC(=C1)C=1C=CC(=NC1)NC(CN1C=NC(=C1C)C1=CC(=NC=C1)C(F)(F)F)=O N-[5-(2-cyano-4-pyridyl)-2-pyridyl]-2-[5-methyl-4-[2-(trifluoromethyl)-4-pyridyl]imidazol-1-yl]acetamide